tert-butyl (3-bromo-2,2-dimethyl-2H-chromen-7-yl)carbamate BrC=1C(OC2=CC(=CC=C2C1)NC(OC(C)(C)C)=O)(C)C